N1C[C@H](CCC1)NC1=CC(=NC=2N1N=CC2C#N)C=2C=NNC2 (S)-7-(piperidin-3-ylamino)-5-(1H-pyrazol-4-yl)pyrazolo[1,5-a]pyrimidine-3-carbonitrile